FC=1C(=NC(=CC1)S(=O)(=O)C)C[C@H](N)C1=C(C=CC=C1)C1=NOC2=C1C=CC(=C2)C(F)(F)F (S)-2-(3-Fluoro-6-methylsulfonylpyridine-2-yl)-1-[2-(6-trifluoromethylbenzo[d]isoxazol-3-yl)phenyl]ethan-1-amine